C(N)(=O)C1(CC(C1)(F)F)NC(OC(C)(C)C)=O tert-butyl (1-carbamoyl-3,3-difluorocyclobutyl)carbamate